tert-Butyl (R)-(2-((1,1,1-trifluoro-2-methylpropan-2-yl)oxy)-1-(7-vinylimidazo[1,2-b]pyridazin-2-yl)ethyl)carbamate FC(C(C)(C)OC[C@@H](C=1N=C2N(N=CC(=C2)C=C)C1)NC(OC(C)(C)C)=O)(F)F